CC(CCCCCCC=CC(=O)[O-])C 10-methyl-undecenoate